ClC1=CC=C(C=C1)C1=CC(=CC=C1)CC(=O)N1CC2=C(N=C(NC2=O)C2(CC2)C2=CC(=CC=C2)Cl)CC1 6-(2-(4'-chloro-[1,1'-biphenyl]-3-yl)acetyl)-2-(1-(3-chlorophenyl)cyclopropyl)-5,6,7,8-tetrahydropyrido[4,3-d]pyrimidin-4(3H)-one